CC1=C(C=CC=C1NC(C1=NC=C(C(=C1)OC)CN[C@@H]1[C@H](CCC1)O)=O)C1=C(C(=CC=C1)NC(C1=NC=C(C(=C1)OC)CN[C@@H]1[C@H](CCC1)O)=O)C N,N'-(2,2'-dimethyl-[1,1'-biphenyl]-3,3'-diyl)bis(5-((((1S,2S)-2-hydroxycyclopentyl)amino)methyl)-4-methoxypicolinamide)